(perfluoroprop-1-ene-1,1-diyl)bis(ethylsulfane) FC(=C(SCC)SCC)C(F)(F)F